CN(C)C=NC(=O)C1=NC=C(C=C1)N1C=CC=2C1=NC=C(C2)C(=O)N2CC(OCC2)C N-((dimethylamino)methylene)-5-(5-(2-methylmorpholine-4-carbonyl)-1H-pyrrolo[2,3-b]pyridin-1-yl)pyridinecarboxamide